3-[2-fluoro-4-(trifluoromethyl)phenyl]-4-[hydroxy-[2,3,5,6-tetradeuterio-4-[2-[3-(fluoromethyl)azetidin-1-yl]ethoxy]phenyl]methyl]quinolin-7-ol FC1=C(C=CC(=C1)C(F)(F)F)C=1C=NC2=CC(=CC=C2C1C(C1=C(C(=C(C(=C1[2H])[2H])OCCN1CC(C1)CF)[2H])[2H])O)O